5-bromo-2-methyl-3-((methylsulfonyl)methyl)pyridine BrC=1C=C(C(=NC1)C)CS(=O)(=O)C